4-hydroxypent-2-enoic acid (E)-methyl ester COC(\C=C\C(C)O)=O